COC1=NC=CC=C1B1OC(C(O1)(C)C)(C)C 2-methoxy-3-(4,4,5,5-tetramethyl-1,3,2-dioxaborolan-2-yl)pyridine